((2S,4S)-4-((4-(benzo[d]thiazol-6-ylamino)-7-(1-methyl-1H-pyrazol-4-yl)quinazolin-5-yl)oxy)-1-methylpiperidin-2-yl)methanol S1C=NC2=C1C=C(C=C2)NC2=NC=NC1=CC(=CC(=C21)O[C@@H]2C[C@H](N(CC2)C)CO)C=2C=NN(C2)C